titanium 2-ethyl-1,3-hexylene dioleate C(CCCCCCC\C=C/CCCCCCCC)(=O)OCC(C(CCC)OC(CCCCCCC\C=C/CCCCCCCC)=O)CC.[Ti]